ClC1=C2C(=NN(C2=CC=C1)S(=O)(=O)C1=CC=C(C=C1)C)N1CC(C(C1)C)(F)F 4-chloro-3-(3,3-difluoro-4-methyl-pyrrolidin-1-yl)-1-(p-tolyl-sulfonyl)indazole